C1(CCCCC1)COC1=C2N=CNC2=NC(=N1)NC1=CC=C(C=C1)S(=O)(=O)CCNCCCO 3-({2-[(4-{[6-(cyclohexylmethoxy)-9h-purin-2-yl]amino}phenyl)sulfonyl]ethyl}amino)propan-1-ol